5-Bromo-2-(3-(isopropylamino)azetidin-1-yl)pyridin-3-amine BrC=1C=C(C(=NC1)N1CC(C1)NC(C)C)N